CC(=C)C 2-methyl-propylene